N=1NC(CC2CCC3=C(C12)C=CC=C3)=O 4,4a,5,6-tetrahydro-2H-benzo[h]cinnolin-3-one